9-(3-(methoxymethyl)bicyclo[1.1.1]pentan-1-yl)-7-methyl-2-((6-methylbenzo[d][1,3]dioxol-5-yl)amino)-7,9-dihydro-8H-purin-8-one COCC12CC(C1)(C2)N2C1=NC(=NC=C1N(C2=O)C)NC2=CC1=C(OCO1)C=C2C